C[Si](CCOCN1C(CC=2C1=NC=CC2)=O)(C)C 1-((2-(trimethylsilyl)ethoxy)methyl)-1H-pyrrolo[2,3-b]pyridin-2(3H)-one